COC=1N=CC2=C(N1)C(C=1C=C(C=CC12)S(=O)(=O)C)=O 2-methoxy-7-(methylsulfonyl)-9H-indeno[2,1-d]Pyrimidin-9-one